1-(5-(4-isopropylpiperidin-1-yl)pyrazin-2-yl)cyclohexane-1,4-diamine C(C)(C)C1CCN(CC1)C=1N=CC(=NC1)C1(CCC(CC1)N)N